2,2,3,3,4,4,4-heptafluorobutanoic acid FC(C(=O)O)(C(C(F)(F)F)(F)F)F